C(C)(C)(C)OC(=O)O[C@@H]1[C@H]([C@H](N(C1)C(=O)OC(C)(C)C)CC1=CC=C(C=C1)OC)OC(NC1=NNC(=C1)C)=O tert-butyl (2R,3S,4S)-4-[(tert-butoxycarbonyl)oxy]-2-[(4-methoxyphenyl)methyl]-3-{[(5-methyl-1H-pyrazol-3-yl)carbamoyl]oxy}pyrrolidine-1-carboxylate